5-methoxy-2-(3-methyl-1-((2-(trimethylsilyl)ethoxy)methyl)-1H-pyrazol-4-yl)pyrido[3,4-d]Pyrimidin-4-ol COC1=CN=CC=2N=C(N=C(C21)O)C=2C(=NN(C2)COCC[Si](C)(C)C)C